CC=1C(=C2C=NNC2=CC1)C1=CC2=C(S1)C=C(C=C2)C2CN(C2)C(C=C)=O 1-(3-(2-(5-methyl-1H-indazol-4-yl)benzo[b]thiophen-6-yl)azetidin-1-yl)prop-2-en-1-one